(3S,4R,5R)-4-fluoro-5-methylpiperidin-3-ol F[C@H]1[C@H](CNC[C@H]1C)O